ClC=1C(=C(C=CC1)N(C1=NC=NC2=CC(=C(C=C12)SC1CCN(CC1)C(=O)OC(C)(C)C)OC)CC1=CC(=C(C=C1)OC)OC)F tert-butyl 4-((4-((3-chloro-2-fluorophenyl)(3,4-dimethoxybenzyl)amino)-7-methoxyquinazolin-6-yl)thio)piperidine-1-carboxylate